C(C=CC)P(OC)(OCC#C)=O methyl (2-propynyl) 2-butenylphosphonate